3-((4-Chloro-2-fluorophenyl)ethynyl)-1-methyl-1H-pyrrolo[2,3-b]pyridin-5-amine ClC1=CC(=C(C=C1)C#CC1=CN(C2=NC=C(C=C21)N)C)F